6-((Fluorosulfonyl)oxy)-2-phenylimidazo[1,2-a]pyridin FS(=O)(=O)OC=1C=CC=2N(C1)C=C(N2)C2=CC=CC=C2